5-chloro-β,β,2-trifluoro-3-pyridinepropanoic acid ClC=1C=C(C(=NC1)F)C(CC(=O)O)(F)F